2-(6-cyano-1-(2-(5-fluoro-2-methoxyphenyl)-2-((tetrahydro-2H-pyran-4-yl)oxy)ethyl)-5-methyl-2,4-dioxo-1,2-dihydrothieno[2,3-d]pyrimidin-3(4H)-yl)-2-methylpropanoic acid C(#N)C1=C(C2=C(N(C(N(C2=O)C(C(=O)O)(C)C)=O)CC(OC2CCOCC2)C2=C(C=CC(=C2)F)OC)S1)C